ClC1=C(C=CC(=C1)Cl)[C@@H](CN1C=NC=C1)O (S)-α-(2,4-dichlorophenyl)-1H-imidazole-1-ethanol